3-bromo-1-methyl-1H-1,2,4-triazole BrC1=NN(C=N1)C